1-[(R)-1-(2-fluoro-6-methyl-phenyl)-pyrrolidin-3-yl]-3-(2-trifluoromethyl-benzyl)-3,5-dihydro-1h-imidazo[4,5-c]pyridine-2,4-dione FC1=C(C(=CC=C1)C)N1C[C@@H](CC1)N1C(N(C=2C(NC=CC21)=O)CC2=C(C=CC=C2)C(F)(F)F)=O